C(C)(=O)NC=1C(=C(C(=C(C1)Cl)C(F)(F)F)C1=C(C=2N=C(N=C(C2C=N1)N1C[C@H]2CC[C@@H](C1)N2C(=O)OC(C)(C)C)OCC(F)(F)F)F)Cl tert-butyl (1R,5S)-3-(7-(3-acetylamino-2,5-dichloro-6-(trifluoromethyl)phenyl)-8-fluoro-2-(2,2,2-trifluoroethoxy)pyridino[4,3-d]pyrimidin-4-yl)-3,8-diazabicyclo[3.2.1]octan-8-formate